N,N-diethyl-1-[2-[(6-methoxy-1,2,3,4-tetrahydroisoquinolin-7-yl)amino]-5-(trifluoromethyl)pyrimidin-4-yl]piperidine-3-carboxamide C(C)N(C(=O)C1CN(CCC1)C1=NC(=NC=C1C(F)(F)F)NC1=C(C=C2CCNCC2=C1)OC)CC